N1=C(C=CC=C1)N1C(NC2=C1C=CC=C2)=S 1-(pyridin-2-yl)-1,3-dihydro-2H-benzo[d]imidazole-2-thione